6-chloro-3-(((R)-1-(2-((1R,5S,6R)-6-(dimethylcarbamoyl)-3-azabicyclo[3.1.0]hexan-3-yl)-3,6-dimethyl-4-oxo-3,4-dihydroquinazolin-8-yl)ethyl)amino)picolinic acid ClC1=CC=C(C(=N1)C(=O)O)N[C@H](C)C=1C=C(C=C2C(N(C(=NC12)N1C[C@H]2C([C@H]2C1)C(N(C)C)=O)C)=O)C